3-chloro-N-[(1s,4s)-4-({2-cyanoimidazo[1,2-a]pyridin-5-yl}amino)cyclohexyl]benzamide ClC=1C=C(C(=O)NC2CCC(CC2)NC2=CC=CC=3N2C=C(N3)C#N)C=CC1